OCN(C(=O)NCO)C1(N(C(N(C1=O)CO)=O)CO)CO 1,3-bis(hydroxymethyl)-1-(1,3,4-tris(hydroxy-methyl)-2,5-dioxoimidazolin-4-yl)urea